2,5-dichloro-4-((trimethylsilyl)ethynyl)phenol ClC1=C(C=C(C(=C1)C#C[Si](C)(C)C)Cl)O